S-furfuryl trithiocarbonate ethyl-acetate C(C)OC(C)=O.C(SCC1=CC=CO1)(S)=S